titanium-strontium [Sr].[Ti]